ethyl 2-(5-methoxypyridin-2-yl)acetate COC=1C=CC(=NC1)CC(=O)OCC